dichloro(cyclohexene) diplatinum [Pt].[Pt].ClC1=C(CCCC1)Cl